C(C1=CC=CC=C1)(=O)OC(C)C(C(CCC)OC(C1=CC=CC=C1)=O)CCC 3-n-propyl-2,4-heptanediol dibenzoate